2'-(trifluoromethyl)-4-((4-(trifluoromethyl)phenyl)sulfonyl)-3,4-dihydro-2H-spiro[benzo[f]quinoline-1,1'-cyclohexane] FC(C1C2(CCCC1)CCN(C=1C=CC3=C(C12)C=CC=C3)S(=O)(=O)C3=CC=C(C=C3)C(F)(F)F)(F)F